CC1=CC(=C(C=C1)O)C 1,3-dimethyl-4-hydroxybenzene